methyl 7-(1-(adamantan-1-ylmethyl)-5-methyl-1H-pyrazol-4-yl)-3-(5-amino-4-methylpyridin-2-yl)imidazo[1,2-a]pyridine-8-carboxylate C12(CC3CC(CC(C1)C3)C2)CN2N=CC(=C2C)C2=C(C=3N(C=C2)C(=CN3)C3=NC=C(C(=C3)C)N)C(=O)OC